CN1C=NC(=C1)C1=CC(=NC2=CC(=CC=C12)C(=O)O)C1=CC=C(C=C1)C(F)(F)F 4-(1-methyl-1H-imidazol-4-yl)-2-(4-(trifluoromethyl)phenyl)quinoline-7-carboxylic acid